Ethyl 1-(2-((tert-butoxycarbonyl) amino) ethyl)-1H-benzo[d]imidazole-2-carboxylate C(C)(C)(C)OC(=O)NCCN1C(=NC2=C1C=CC=C2)C(=O)OCC